tert-butyl 2-[[2-oxo-6-[4-(trifluoromethyl)phenyl]-3,4-dihydroquinolin-1-yl]methyl]prop-2-enoate O=C1N(C2=CC=C(C=C2CC1)C1=CC=C(C=C1)C(F)(F)F)CC(C(=O)OC(C)(C)C)=C